NC1=NC=2C=CC(=CC2C2=C1C(OC2)C)C(=O)N(CC2=NC=C(C=C2)C(F)(F)F)CC2=CN=C(S2)N 4-amino-N-((2-aminothiazol-5-yl)methyl)-3-methyl-N-((5-(trifluoromethyl)pyridin-2-yl)methyl)-1,3-dihydrofuro[3,4-c]quinoline-8-carboxamide